OC1=C(C=CC(=C1)O)C1=C(C(=CC=2NN=NC21)O)O (2',4'-dihydroxyphenyl)-5,6-dihydroxybenzotriazole